ClC1=C(C(=CC=C1)Cl)N1CC(C1)C=1C(=CC(=NC1)CN1CCC(CC1)C(=O)OC)C methyl 1-((5-(1-(2,6-dichlorophenyl)azetidin-3-yl)-4-methylpyridin-2-yl)methyl)piperidine-4-carboxylate